tricetyl-trimethyl-ammonium chloride [Cl-].C(CCCCCCCCCCCCCCC)C([NH+](C)C)(CCCCCCCCCCCCCCCC)CCCCCCCCCCCCCCCC